C(C\C=C/C\C=C/CC)OC1=CC=C(C=C1)CCC(C)=O 4-(4-(((3Z,6Z)-non-3,6-dien-1-yl)oxy)phenyl)butan-2-one